3',4,4',5-tetramethoxy-[1,1'-biphenyl]-2-sulfonamide COC=1C=C(C=CC1OC)C=1C(=CC(=C(C1)OC)OC)S(=O)(=O)N